O([Si](C)(C)C(C)(C)C)C=1C=C(C=C(C(=O)Cl)C1)C(=O)Cl 5-(tert-butyldimethylsiloxy)isophthaloyl dichloride